NC1=NC=CC=C1C1=NC=2C(=NC(=CC2)C2=CC=CC=C2)N1C1=CC=C(CN2C[C@H](CCC2)NC=2C(C(C2OC)=O)=O)C=C1 (S)-3-((1-(4-(2-(2-Aminopyridin-3-yl)-5-phenyl-3H-imidazo[4,5-b]pyridin-3-yl)benzyl)piperidin-3-yl)amino)-4-methoxycyclobut-3-ene-1,2-dione